FC=1C=C(C=CC1C(C)C1=NC(=NO1)C)C1=CC=CC=C1 5-(1-(3-fluoro-[1,1'-biphenyl]-4-yl)ethyl)-3-methyl-1,2,4-oxadiazole